2-Methyl-3-(3-(1,2,3,4-tetrahydroisoquinoline-2-carbonyl)phenyl)-10-(thiophen-3-yl)-5,6-dihydro-2H-2,6-methanobenzo[g][1,3,5]oxadiazocin-4(3H)-one CC12OC3=C(C(NC(N1C1=CC(=CC=C1)C(=O)N1CC4=CC=CC=C4CC1)=O)C2)C=CC=C3C3=CSC=C3